CC1=NSC(=C1)C=1C2=C(N=C(N1)N1[C@H](CC1)C)CCC2 3-methyl-5-[2-[(2S)-2-methylazetidin-1-yl]-6,7-dihydro-5H-cyclopenta[d]pyrimidin-4-yl]isothiazole